The molecule is an amino trisaccharide consisting of two alpha-L-fucosyl residues and an N-acetyl beta-D-glcosamine joined in a linear sequence by a (1->2)- and a (1->3)-linkage, respectively. It is an amino trisaccharide and a glucosamine oligosaccharide. C[C@H]1[C@H]([C@H]([C@@H]([C@@H](O1)O[C@H]2[C@@H]([C@@H]([C@@H](O[C@H]2O[C@@H]3[C@H]([C@@H](O[C@@H]([C@H]3O)CO)O)NC(=O)C)C)O)O)O)O)O